COC1=NC(=CC=C1NC(=O)C=1C(=NOC1C)C1=CC=CC=C1)C1=NC=NC=C1 N-(2-methoxy-6-pyrimidin-4-yl-3-pyridyl)-5-methyl-3-phenyl-isoxazole-4-carboxamide